(R)-N-((S)-3-(3-fluorophenyl)-1-oxo-1-(((S)-3-oxo-1-((S)-2-oxopyrrolidin-3-yl)-4-(trifluoromethoxy)butan-2-yl)amino)propan-2-yl)-2-hydroxy-4-methylpentanamide FC=1C=C(C=CC1)C[C@@H](C(N[C@@H](C[C@H]1C(NCC1)=O)C(COC(F)(F)F)=O)=O)NC([C@@H](CC(C)C)O)=O